N1CCC(CC1)C(CC)=O 1-(piperidin-4-yl)propan-1-one